ClC1=C(C=C(C=C1)NC(C=C)=O)C=1C=CC=C2C=NC(=NC12)NC1=CC=C(C=C1)N1CCN(CC1)C N-(4-chloro-3-(2-((4-(4-methylpiperazin-1-yl)phenyl)amino)quinazolin-8-yl)phenyl)acrylamide